5-(2-amino-[1,2,4]triazolo[1,5-a]pyridin-7-yl)-N-((4-(cyclopentyloxy)pyridin-3-yl)methyl)-2-methoxynicotinamide NC1=NN2C(C=C(C=C2)C=2C=NC(=C(C(=O)NCC=3C=NC=CC3OC3CCCC3)C2)OC)=N1